N1(N=CC=C1)C1=CC=C(CNC2=CC(=NC=3N2N=CC3C3CC3)OC3CNC3)C=C1 N-(4-(1H-pyrazol-1-yl)benzyl)-5-(azetidin-3-yloxy)-3-cyclopropylpyrazolo[1,5-a]pyrimidin-7-amine